2,2,2-trichloroethyl (E)-(1-cyclopropyl-1-(6-methyl-4,8-dioxo-1,3,6,2-dioxazaborocan-2-yl)hex-2-en-1-yl)sulfamate C1(CC1)C(\C=C\CCC)(B1OC(CN(CC(O1)=O)C)=O)NS(OCC(Cl)(Cl)Cl)(=O)=O